5-chloro-2-methyl-N-((1r,4r)-4-((3-(2-(oxetan-3-yl)-2H-benzo[d][1,2,3]triazol-5-yl)-2-oxo-2,3-dihydro-1H-benzo[d]imidazol-1-yl)methyl)cyclohexyl)nicotinamide ClC=1C=NC(=C(C(=O)NC2CCC(CC2)CN2C(N(C3=C2C=CC=C3)C3=CC=2C(=NN(N2)C2COC2)C=C3)=O)C1)C